ClC1=CC=C2C(=CC=NC2=C1)N1CCN(CC1)C(=O)C1CN(CCC1)C(=O)C1=CC=C(C=C1)OC (4-(7-chloroquinolin-4-yl)piperazin-1-yl)(1-(4-methoxyphenylcarbonyl)piperidin-3-yl)methanone